(4-methoxyphenyl)(4-phenoxyphenyl)methanone COC1=CC=C(C=C1)C(=O)C1=CC=C(C=C1)OC1=CC=CC=C1